4-acetyl-1,3-dimethyl-1H-pyrazole-5-carboxylic acid ethyl ester C(C)OC(=O)C1=C(C(=NN1C)C)C(C)=O